C(C)[C@]1(CS(C2=C(N(C1)C1=CC=CC=C1)C=C(C(=C2)O\C=C(\C(=O)OCC)/F)SC)(=O)=O)CCC Ethyl (S)-(Z)-3-((3-ethyl-7-(methylthio)-1,1-dioxido-5-phenyl-3-propyl-2,3,4,5-tetrahydro-1,5-benzothiazepin-8-yl)oxy)-2-fluoroacrylate